ClC1=CC=C(C=C1)C=1C=C(C(N(N1)C1=CC(=CC=C1)F)=O)C(=O)NC[C@@H](C(C)C)O 6-(4-chlorophenyl)-2-(3-fluorophenyl)-N-[(2R)-2-hydroxy-3-methylbutyl]-3-oxo-2,3-dihydropyridazine-4-carboxamide